2-(2-(2,6-dioxopiperidin-3-yl)-3-oxoisoindolin-5-yl)acetic acid O=C1NC(CCC1N1CC2=CC=C(C=C2C1=O)CC(=O)O)=O